Cl[Cu]=C1N(C=CN1C1=C(C=CC=C1C(C)C)C(C)C)C1=C(C=CC=C1C(C)C)C(C)C chloro[1,3-bis(2,6-diisopropylphenyl)imidazol-2-ylidene]copper